(1,6-bismaleimido)hexane C1(C=CC(N1CCCCCCN1C(C=CC1=O)=O)=O)=O